ethylene glycol bistrimellitate C(C=1C(C(=O)O)=CC(C(=O)O)=CC1)(=O)O.C(C=1C(C(=O)O)=CC(C(=O)O)=CC1)(=O)O.C(CO)O